C(C)(C)(C)[S@@](=O)N[C@@H]1C=2C(=NC(=CC2)CO)CC12CCN(CC2)C(=O)OC(C)(C)C tert-butyl (5S)-5-[[(R)-tert-butylsulfinyl]amino]-2-(hydroxymethyl)spiro[5,7-dihydrocyclopenta[b]pyridine-6,4'-piperidine]-1'-carboxylate